OC=1C=C(C=CC1O)/C=C/C(=O)O (E)-3-(3,4-dihydroxyphenyl)acrylic acid